1,5-diethylxylylene diisocyanate C(C)C1(C(C=CC(=C1)CC)CN=C=O)CN=C=O